S(=O)(=O)([O-])[O-].[Mg+2].CC=1C(=C(C=2CC3=CC=CC=C3C2C1)C1=C(C2=CC3=CC=CC=C3C=C2C=C1)C1=COC=2C1=CC=C1C2C=CC2=CC=CC=C21)C (dimethylfluorenyl)(naphthobenzofuranyl)anthracene MAGNESIUM SULFATE